[Na+].C1(=CC=CC=C1)CC(=O)N[C@@H](CCC(=O)[O-])C(N)=O phenylacetylisoglutaminate sodium